CCCC[N+](CCCC)(CCCC)CCCC.CC(C)(C)OP(=O)([O-])OC(C)(C)C Tetra-N-butylammonium di-tert-butylphosphate